1,1-dimethylpyrrolidinium 4-methylbenzenesulfonate CC1=CC=C(C=C1)S(=O)(=O)[O-].C[N+]1(CCCC1)C